N-(1-(1-(1-acetylpiperidin-4-yl)azetidin-3-yl)-3-(difluoromethyl)-1H-pyrazol-4-yl)-6-(1-isopropyl-1H-pyrazol-4-yl)-2-pyridineamide C(C)(=O)N1CCC(CC1)N1CC(C1)N1N=C(C(=C1)NC(=O)C1=NC(=CC=C1)C=1C=NN(C1)C(C)C)C(F)F